C1(CC1)CNC(=O)C=1N=NN(C1)CCCCN1N=NC(=C1)C(=O)NCC1=NC=CC(=C1)C(F)(F)F 1-(4-{4-[(cyclopropylmethyl)carbamoyl]-1H-1,2,3-triazol-1-yl}butyl)-N-{[4-(trifluoromethyl)pyridin-2-yl]methyl}-1H-1,2,3-triazole-4-carboxamide